C(C)(C)(C)OC(N[C@H](CC1=C(C=C(C(=C1)F)F)F)CC(N1CC(NCC1)=O)=O)=O (R)-(4-oxo-4-(3-oxopiperazin-1-yl)-1-(2,4,5-trifluorophenyl)butan-2-yl)carbamic acid tert-butyl ester